FC1=C(C=C(C=C1C=1C(=NN(C1C)C)C)N(S(=O)(=O)CC)C)C1=C2C(=NC=C1)N=CN2 N-(4-fluoro-3-(1H-imidazo[4,5-b]pyridin-7-yl)-5-(1,3,5-trimethyl-1H-pyrazol-4-yl)phenyl)-N-methyl-ethanesulfonamide